ClC1=CC(=CN=N1)N1N=CC2=CC=C(C=C12)C(C#N)(C)C 2-(1-(6-Chloropyridazin-4-yl)-1H-indazol-6-yl)-2-methylpropanenitrile